N-methyl-N-phenylpyridineamide CN(C(=O)C1=NC=CC=C1)C1=CC=CC=C1